5-{[(4-{[(2S)-2-(hydroxymethyl)pyrrolidin-1-yl]methyl}-7-({2-methyl-[1,1'-biphenyl]-3-yl}methoxy)-2,3-dihydro-1H-inden-5-yl)oxy]methyl}pyridine-3-carbonitrile OC[C@H]1N(CCC1)CC1=C2CCCC2=C(C=C1OCC=1C=C(C=NC1)C#N)OCC=1C(=C(C=CC1)C1=CC=CC=C1)C